O[P] (hydroxyl)phosphorus